NC1=NC(N(C=C1F)[C@@H]1O[C@@]([C@H]([C@@H]1O)O)(CO)C#C)=O 4-amino-1-((2R,3S,4S,5R)-5-ethynyl-3,4-dihydroxy-5-(hydroxymethyl)tetrahydro-furan-2-yl)-5-fluoropyrimidin-2(1H)-one